methyl tetratriacontanate C(CCCCCCCCCCCCCCCCCCCCCCCCCCCCCCCCC)(=O)OC